C(C(=C)C)(=O)OCCOC1=CC=C(C=C1)C(C)(C)C1=CC=CC=C1 2-(p-cumylphenoxy)ethyl methacrylate